cosenen C=CC=CCCCCCCCCCCCCCCCC